(R)-(1-((3-chloro-2-fluorophenylmethyl)amino)-3-methoxy-1-oxoprop-2-yl)carbamic acid tert-butyl ester C(C)(C)(C)OC(N[C@@H](C(=O)NCC1=C(C(=CC=C1)Cl)F)COC)=O